2-(4-methoxy-3-(1-methyl-1H-1,2,4-triazol-3-yl)-5-nitrophenyl)ethane-1-ol COC1=C(C=C(C=C1[N+](=O)[O-])CCO)C1=NN(C=N1)C